N(=NC(C(=O)NCCO)(C)C)C(C(=O)NCCO)(C)C azobis[2-methyl-N-(2-hydroxyethyl)-propionamide]